ClC1=C(C(=C(C=C1)C1(CCCC1)C#N)I)F 1-(4-Chloro-3-fluoro-2-iodophenyl)cyclopentane-1-carbonitrile